ClC1=C(C=C(C=C1)F)[C@@H]([C@H](C)C=1N(C(C(=C(N1)C(=O)NC=1C=NOC1)O)=O)C)C=1C=NN(C1)C(CC#N)(C)C 2-((1S,2S)-1-(2-chloro-5-fluorophenyl)-1-(1-(1-cyano-2-methylpropan-2-yl)-1H-pyrazol-4-yl)propan-2-yl)-5-hydroxy-N-(isoxazol-4-yl)-1-methyl-6-oxo-1,6-dihydropyrimidine-4-carboxamide